NCCCCCCNC1=NC=2N(C(=C1)NCC1=CC=CC=C1)N=CC2C(C)C N5-(6-Aminohexyl)-N7-benzyl-3-isopropylpyrazolo[1,5-a]pyrimidine-5,7-diamine